(4-chlorophenyl)-5-oxopentanoic acid ClC1=CC=C(C=C1)C(C(=O)O)CCC=O